4-methyl-N-(piperidin-4-yl)-6-(trifluoromethyl)nicotinamide CC1=CC(=NC=C1C(=O)NC1CCNCC1)C(F)(F)F